C1N(CCC2=CC=CC=C12)C[C@H](CN1C(C2=CC=C(C=C2CC1)N1CCN(CC1)C(=O)OC)=O)O methyl 4-[2-[(2R)-3-(3,4-dihydro-1H-isoquinolin-2-yl)-2-hydroxy-propyl]-1-oxo-3,4-dihydroisoquinolin-6-yl]piperazine-1-carboxylate